O1CC(C1)CNC(=O)C1=NC=C(N=C1)C1=NC=CC=C1 N-[(Oxetan-3-yl)methyl]-5-(pyridin-2-yl)pyrazine-2-carboxamide